trans-(2E)-N-(2-(dimethylamino)ethyl)-N-[3-[(6-(4-hydroxyphenyl)-1H-indazol-4-yl)oxy]cyclobutyl]but-2-enamide CN(CCN(C(\C=C\C)=O)[C@@H]1C[C@H](C1)OC1=C2C=NNC2=CC(=C1)C1=CC=C(C=C1)O)C